(2R,3R,4S,5R)-2-(6-((4-Aminobutyl)amino)-9H-purin-9-yl)-5-(((3-(2-(5-(tert-butyl)-1H-benzo[d]imidazol-2-yl)ethyl)cyclobutyl)(isopropyl)amino)methyl)tetrahydrofuran-3,4-diol NCCCCNC1=C2N=CN(C2=NC=N1)[C@@H]1O[C@@H]([C@H]([C@H]1O)O)CN(C(C)C)C1CC(C1)CCC1=NC2=C(N1)C=CC(=C2)C(C)(C)C